2-((4-(4-((4-Chloro-2-fluorobenzyl)oxy)-5-fluoropyrimidin-2-yl)piperidin-1-yl)methyl)-4-(difluoromethoxy)-1-methyl-1H-benzo[d]imidazole-6-carboxylic acid ClC1=CC(=C(COC2=NC(=NC=C2F)C2CCN(CC2)CC2=NC3=C(N2C)C=C(C=C3OC(F)F)C(=O)O)C=C1)F